C(C)(C)C=1C=C2C=C(N=CC2=CC1)C=1C=CC=C2C=CC=C(C12)C(CO)C 2-(8-(6-isopropylisoquinolin-3-yl)naphthalen-1-yl)propanol